(S)-N-((S)-2,2-dicyclopropyl-1-(5-(((S)-2-oxo-4-(trifluoromethyl)-imidazolidin-1-yl)methyl)-benzo[d]oxazol-2-yl)ethyl)-2-phenylpropanamide C1(CC1)C([C@@H](C=1OC2=C(N1)C=C(C=C2)CN2C(N[C@@H](C2)C(F)(F)F)=O)NC([C@@H](C)C2=CC=CC=C2)=O)C2CC2